CC1(OC[C@@H](O1)C(=O)N1CCC(CC1)C=N[S@@](=O)C(C)(C)C)C (S)-N-([1-[(4R)-2,2-dimethyl-1,3-dioxolane-4-carbonyl]piperidin-4-yl]methylidene)-2-methylpropane-2-sulfinamide